C(C)[C@H]1OC=2C=C3C=NNC3=CC2C(NC1)=O (R)-6-ethyl-7,8-dihydro-1H-[1,4]oxazepino[7,6-f]indazol-9(6H)-one